BrC=1C=C(C=C2CN(CC12)C(=O)OC(C)(C)C)C(=O)OC 2-(tert-Butyl) 5-methyl 7-bromoisoindoline-2,5-dicarboxylate